1,3-dioxolan-2-ethanol O1C(OCC1)CCO